4,4'-bipyrimidin-6-amine N1=CN=C(C=C1N)C1=NC=NC=C1